BrC=1C=C2C(=NC1)N(N=C2OC)CC2=CC=C(C=C2)OC 5-bromo-3-methoxy-1-(4-methoxybenzyl)-1H-pyrazolo[3,4-b]pyridine